C(C)NC(C)C1=C(C=C(C=C1)C(C(F)(F)F)(F)F)F N-ethyl-1-[2-fluoro-4-(1,1,2,2,2-pentafluoroethyl)phenyl]ethanamine